COC1=NN(C=C1[N+](=O)[O-])CC(C)(O)C (3-Methoxy-4-nitro-1H-pyrazol-1-yl)-2-methylpropan-2-ol